5-(6-nitroquinolin-4-ylamino)-N-(4-(pyridin-4-ylamino)phenyl)picolinamide [N+](=O)([O-])C=1C=C2C(=CC=NC2=CC1)NC=1C=CC(=NC1)C(=O)NC1=CC=C(C=C1)NC1=CC=NC=C1